2-(4-(3-isopropyl-2-(8-methoxy-[1,2,4]triazolo[1,5-a]pyridin-6-yl)-4-methyl-1H-pyrrolo[2,3-c]pyridin-5-yl)piperazin-1-yl)acetamide C(C)(C)C1=C(NC2=CN=C(C(=C21)C)N2CCN(CC2)CC(=O)N)C=2C=C(C=1N(C2)N=CN1)OC